1-(6-aminohexyl)-3-(tert-butyloxycarbonyl)thiourea NCCCCCCNC(=S)NC(=O)OC(C)(C)C